ClC1=C(C=C(C=C1)S)C(F)(F)F 4-chloro-3-(trifluoromethyl)benzenethiol